O[Sb](=O)([O-])[O-] The molecule is a divalent inorganic anion obtained by removal of two protons from antimonic acid. It is an antimony oxoanion and a divalent inorganic anion. It is a conjugate base of an antimonate(1-). It is a conjugate acid of an antimonate(3-).